NCCC1=CC=C(C=C1)N=C1C=CC2=NC3=CC=CC=C3SC2=C1 3-(4'-β-aminoethyl-phenylimino)-3H-phenothiazine